2-chloro-4-(4,4-difluorocyclohex-1-en-1-yl)pyridin-3-amine ClC1=NC=CC(=C1N)C1=CCC(CC1)(F)F